3-((3-methylenehexan-2-yl)oxy)propanenitrile C=C(C(C)OCCC#N)CCC